methyl 2-(bromomethyl)-5-(((1-methylcyclobutyl)amino)methyl)-3-(trifluoromethyl)benzoate BrCC1=C(C(=O)OC)C=C(C=C1C(F)(F)F)CNC1(CCC1)C